FC1=CC=C(C=C1)[C@@H]1N(CCC2=CC=CC=C12)C(=O)O[C@@H]1C[C@H](C1)CN Trans-3-(aminomethyl)cyclobutyl (S)-1-(4-fluorophenyl)-3,4-dihydroisoquinoline-2(1H)-carboxylate